2,2-bis-(4-hydroxy-3,5-dichlorophenyl)-propane OC1=C(C=C(C=C1Cl)C(C)(C)C1=CC(=C(C(=C1)Cl)O)Cl)Cl